bisurethane methacrylate C(C(=C)C)(=O)O.NC(=O)OCC.NC(=O)OCC